(5R)-N-[(1S)-1-cyano-2-[(3S)-2-oxo-3-piperidyl]ethyl]-1-(4-methoxy-1H-indole-2-carbonyl)-3,3-dimethyl-1,3-azasilolidine-5-carboxamide C(#N)[C@H](C[C@H]1C(NCCC1)=O)NC(=O)[C@@H]1C[Si](CN1C(=O)C=1NC2=CC=CC(=C2C1)OC)(C)C